methyl 2-chloro-5-methyl-5,6,7,8-tetrahydroquinoline-3-carboxylate ClC1=NC=2CCCC(C2C=C1C(=O)OC)C